CC(C)C[C@@H](C(=O)N1CCN(CC1)C(=O)[C@H](CO)NS(=O)(=O)C2=C(C=C(C=C2)Cl)Cl)NC(=O)C3=CC4=CC=CC=C4S3 The molecule is a tertiary carboxamide that is piperazine in which one of the amino groups has undergone condensation with the carboxy group of N-[(2,4-dichlorophenyl)sulfonyl]-L-serine, while the other has undergone condensation with the carboxy group of N-(1-benzothiophen-2-ylcarbonyl)-L-leucine. It is a cell-permeable, potent and selective agonist of the TRPV4 (transient receptor potential vanilloid 4) channel. It has a role as a TRPV4 agonist. It is a member of 1-benzothiophenes, a N-acylpiperazine, a sulfonamide, a dichlorobenzene, a tertiary carboxamide and an aromatic primary alcohol.